1-methyl-N-[2-pyrazol-1-yl-5-(4,4,5,5-tetramethyl-1,3,2-dioxaborolan-2-yl)phenyl]cyclopropanecarboxamide CC1(CC1)C(=O)NC1=C(C=CC(=C1)B1OC(C(O1)(C)C)(C)C)N1N=CC=C1